(1S,4R-7R-8S,9R-11S)-9-tert-butyl-7,9-dihydroxy-3,5,12-trioxatetracyclo[6.6.0.01,11.04,8]tetradecane-2,6,13-trione C(C)(C)(C)[C@]1([C@]23[C@H](C(O[C@H]2OC([C@]32[C@H](C1)OC(C2)=O)=O)=O)O)O